BrC1=C(C=CC(=C1)Br)NS(=O)(=O)C1=CC(=C(C2=CC=CC=C12)O)C(=O)O 4-(N-(2,4-dibromophenyl)sulfamoyl)1-hydroxy-2-naphthoic acid